(R)-6-Fluoro-1-(4-fluorophenyl)-7-(4-(6-(4-(1-hydroxy-2-(N-methylacetamido)ethyl)phenoxy)pyrimidin-4-yl)piperazin-1-yl)-4-oxo-1,4-dihydroquinoline-3-carboxylic acid FC=1C=C2C(C(=CN(C2=CC1N1CCN(CC1)C1=NC=NC(=C1)OC1=CC=C(C=C1)[C@H](CN(C(C)=O)C)O)C1=CC=C(C=C1)F)C(=O)O)=O